FC=1C=C(C=CC1OC=1C2=C(N=CN1)C=C(C(=N2)OC)OCCOC)NC(=O)C=2C(=NC(=C(C2O)OC)C)C N-[3-Fluoro-4-[6-methoxy-7-(2-methoxyethoxy)pyrido[3,2-d]pyrimidin-4-yl]oxyphenyl]-4-hydroxy-5-methoxy-2,6-dimethylpyridine-3-carboxamide